C(C)(=O)OOC1=NC=CC(=C1SC1=C(C=C(C(=C1)N1C(N(C(=CC1=O)C(F)(F)F)N)=O)F)Cl)CCOCC 2-ethoxyethyl-{[3-({5-[3-amino-2,6-dioxo-4-(trifluoromethyl)-3,6-dihydropyrimidin-1(2H)-yl]-2-chloro-4-fluorophenyl} sulfanyl) pyridin-2-yl] oxy} acetate